C(C(C)(C)C)C1=NOC=N1 neopentyl-1,2,4-oxadiazol